CC1(CCC=2C1=NC(=CC2CN2C[C@H](CCC2)C)C(=O)O)C (S)-7,7-dimethyl-4-((3-methylpiperidin-1-yl)methyl)-6,7-dihydro-5H-cyclopenta[b]pyridine-2-carboxylic acid